perfluorodecane FC(C(C(C(C(C(C(C(C(C(F)(F)F)(F)F)(F)F)(F)F)(F)F)(F)F)(F)F)(F)F)(F)F)(F)F